ClC1=CC=C2C(=NC=3N(C2=C1)C=NN3)N(C=3C=C(C=CC3)C=3C=CC(=NC3)N3CCN(CC3)C(CO)=O)C (4-(5-(3-((8-chloro-[1,2,4]triazolo[4,3-a]quinazolin-5-yl)(methyl)amino)phenyl)pyridin-2-yl)piperazin-1-yl)-2-hydroxyethan-1-one